CN1C[C@@H](C[C@@H]1C)C=1SC2=C(N1)C=C(C=C2)B2OC(C(O2)(C)C)(C)C |r| rac-2-((3R,5S)-1,5-dimethylpyrrolidin-3-yl)-5-(4,4,5,5-tetramethyl-1,3,2-dioxaborolan-2-yl)benzo[d]thiazole